trans-1,2-Diazido-2,3-dihydro-1H-indene N(=[N+]=[N-])[C@H]1[C@@H](CC2=CC=CC=C12)N=[N+]=[N-]